COC1=NC=C(C(=N1)C)N 2-meth-oxy-4-methyl-pyrimidin-5-amine